1-(2-Methylbenzenesulfonyl)azetidine-3-carboxylic acid CC1=C(C=CC=C1)S(=O)(=O)N1CC(C1)C(=O)O